N1C(CC1)COC=1C=CC(=C(C(=O)NC2(CC2)C2=C3C=CC=NC3=CC(=C2)C2=NN(C=C2)C)C1)C 5-(Azetidin-2-ylmethoxy)-2-methyl-N-(1-(7-(1-methyl-1H-pyrazol-3-yl)quinolin-5-yl)cyclopropyl)benzamide